C1N(CCC2=CC=CC=C12)C[C@H](CN1CCOC2=C(C1=O)C=CC(=C2)OCCN2C(CCC2)=O)O 4-[(2R)-3-(3,4-dihydro-1H-isoquinolin-2-yl)-2-hydroxy-propyl]-8-[2-(2-oxopyrrolidine-1-yl)ethoxy]-2,3-dihydro-1,4-benzoxazepin-5-one